ClC=1C=CC(=C(C1)SC[C@@H]1CC12CCN(CC2)C(=O)OC(C)(C)C)OC tert-butyl (1R)-1-{[(5-chloro-2-methoxyphenyl)sulfanyl]methyl}-6-azaspiro[2.5]octane-6-carboxylate